Pent-2-ynethioic acid C(C#CCC)(O)=S